CC1=CN=C2N1C=CC(=C2)C(=O)OC Methyl 3-methylimidazo[1,2-a]pyridine-7-carboxylate